BrC1=CC2=C(NCCCC2)N=C1 3-bromo-5H,6H,7H,8H,9H-pyrido[2,3-b]azepine